4-aminotetrahydro-furan-3-ol hydrochloride Cl.NC1C(COC1)O